1-palmitoyl-2-glutaroyl-sn-glycero-3-phosphocholine CCCCCCCCCCCCCCCC(=O)OC[C@H](COP(=O)([O-])OCC[N+](C)(C)C)OC(=O)CCCC(=O)O